2-(5-(Chloromethyl)-1,2,4-oxadiazol-3-yl)-N-(2-methoxyphenyl)-N-methylacetamide ClCC1=NC(=NO1)CC(=O)N(C)C1=C(C=CC=C1)OC